4-Chloro-2-((furan-2-ylmethyl)amino)-5-(piperidine-1-carbonyl)benzoic Acid ClC1=CC(=C(C(=O)O)C=C1C(=O)N1CCCCC1)NCC=1OC=CC1